(S)-5-((1,4-oxazepan-3-yl)methoxy)-7-chloro-8-fluoro-2-(methylthio)pyrido[4,3-d]pyrimidin-4(3H)-one O1C[C@H](NCCC1)COC1=NC(=C(C=2N=C(NC(C21)=O)SC)F)Cl